ClC=1N=C(C2=C(N1)C=CC=N2)NC2CCCC1=CC=CC=C21 2-Chloro-N-(1,2,3,4-tetrahydronaphthalen-1-yl)pyrido-[3,2-d]pyrimidin-4-amine